NC=1C(=NC(=C(N1)C1=NC=CC=C1N1CCC(CC1)(C)N)C1=NC(=CC=C1C(F)(F)F)N[C@@H](CO)C)C(=O)N (R)-3-amino-(3-(4-amino-4-methylpiperidin-1-yl)pyridin-2-yl)-6-(6-((1-hydroxypropan-2-yl)amino)-3-(trifluoromethyl)pyridin-2-yl)pyrazine-2-carboxamide